tert-butyl-4-(4-(3-(1-benzylpiperidin-4-yl) propionyl) phenyl)-3,6-dihydropyridine-1(2H)-carboxylate C(C)(C)(C)OC(=O)N1CCC(=CC1)C1=CC=C(C=C1)C(CCC1CCN(CC1)CC1=CC=CC=C1)=O